NC1=C(C=NN1)C(=O)NN 5-amino-pyrazole-4-hydrazide